(1,4-dimethyl-1H-benzo[d][1,2,3]triazol-5-yl)(3-(((4-methoxybenzyl)oxy)methyl)-4-methylphenyl)methanol CN1N=NC2=C1C=CC(=C2C)C(O)C2=CC(=C(C=C2)C)COCC2=CC=C(C=C2)OC